C(C)[N+]1(C(CCCC1)CC)CC N,N-Diethyl-2-ethylpiperidinium